BrC1=CC2=NC(=C3C(=C2S1)N(C(=N3)CCCC)C)N 7-bromo-2-butyl-1-methyl-1H-imidazo[4,5-d]thieno[3,2-b]pyridine-4-amine